Benzyl (6-((((2-methyl-1-phenylpropan-2-yl)oxy)diphenylsilyl)oxy)hexyl)carbamate CC(CC1=CC=CC=C1)(C)O[Si](OCCCCCCNC(OCC1=CC=CC=C1)=O)(C1=CC=CC=C1)C1=CC=CC=C1